spiro[pyrrolidine-3,1'-tetralin] hydrochloride Cl.C12(CCCC3=CC=CC=C13)CNCC2